2,2,2-trifluoro-N-((1R,4R)-4-(((5-fluoro-2-((1-isopropyl-3-methyl-1H-pyrazol-4-yl)amino)pyrimidin-4-yl)oxy)methyl)cyclohexyl)acetamide FC(C(=O)NC1CCC(CC1)COC1=NC(=NC=C1F)NC=1C(=NN(C1)C(C)C)C)(F)F